heptadecafluorodecyl-trichlorosilane FC(C(C(C(C(C(C(F)(F)[Si](Cl)(Cl)Cl)(F)F)(F)F)(F)F)(F)F)(F)F)(CCC(F)(F)F)F